NC1=NC=NC2=C1C1=C(CNC(N3C1=C(C=1C=CC(=CC31)C(=O)NC)Cl)=O)N2C(C)C 1-amino-14-chloro-5-isopropyl-N-methyl-8-oxo-5,6,7,8-tetrahydropyrimido[5'',4'':4',5']pyrrolo[2',3':5,6][1,3]diazepino[1,7-a]indole-11-carboxamide